methyl 3-(4-(3,4-difluoro-2-(trifluoromethyl) phenyl)piperidine-1-carbonyl)-4,6-dihydropyrrolo[3,4-c]pyrazole-5(1H)-carboxylate FC=1C(=C(C=CC1F)C1CCN(CC1)C(=O)C=1C2=C(NN1)CN(C2)C(=O)OC)C(F)(F)F